(3R)-1-((2-(1-((4-(4-morpholino-7H-pyrrolo[2,3-d]pyrimidin-6-yl)phenyl)amino)ethyl)pyridin-4-yl)methyl)piperidin-3-amine O1CCN(CC1)C=1C2=C(N=CN1)NC(=C2)C2=CC=C(C=C2)NC(C)C2=NC=CC(=C2)CN2C[C@@H](CCC2)N